N-((S)-1-(2-((1R,2R)-1-amino-2-cyclopropoxypropyl)-1-((2-(trimethylsilyl)ethoxy)methyl)-1H-benzo[d]imidazol-5-yl)-2-cyclopropoxyethyl)-2-(3,3-difluorocyclobutyl)acetamide N[C@@H]([C@@H](C)OC1CC1)C1=NC2=C(N1COCC[Si](C)(C)C)C=CC(=C2)[C@@H](COC2CC2)NC(CC2CC(C2)(F)F)=O